OC1(COC2=CC=CC(=C2C1NC(=O)C=1C=C2CCCOC2=CC1)OC)C N-(3-hydroxy-5-methoxy-3-methyl-chroman-4-yl)chromane-6-carboxamide